NC1=C(SC=2N=C(SC21)C)C(=O)NC2CC=1C=C(C(=NC1CC2)N2CC(C(C2)NC)COC)F 6-amino-N-{3-fluoro-2-[3-(methoxymethyl)-4-(methylamino)pyrrolidin-1-yl]-5,6,7,8-tetrahydroquinolin-6-yl}-2-methylthieno[2,3-d][1,3]thiazole-5-carboxamide